C(C)(C)C=1C(C(=CC(C1)=O)C(C)C)=O 2,6-diisopropyl-1,4-benzoquinone